2-(5-acetyl-2-thienylphenyl)-2-methylpropanoate C(C)(=O)C1=CC=C(S1)C1=C(C=CC=C1)C(C(=O)[O-])(C)C